COC(NC1=CC(=CC=C1)C(NC1=C2CN(CC2=CC=C1)C#N)=O)=O (3-((2-Cyanoisoindolin-4-yl)carbamoyl)phenyl)carbamic acid methyl ester